(S)-1-(7,7a,8,9,10,11-hexahydro-6H-pyrazino[1,2-d]pyridino[3,2-b][1,4]oxazepin-3-yl)dihydropyrimidine-2,4(1H,3H)-dione N1=CC(=CC=2OCC[C@@H]3N(C21)CCNC3)N3C(NC(CC3)=O)=O